dimethyl-tetradecylamine CN(CCCCCCCCCCCCCC)C